3-((13S,15S,Z)-4-fluoro-16-(hydroxymethylene)-13-methyl-17-oxo-7,8,9,11,12,13,14,15,16,17-decahydro-6H-cyclopenta[a]phenanthren-15-yl)-N-(5-morpholinopyridin-2-yl)propanamide FC1=CC=CC=2C3CC[C@@]4(C(\C(\[C@H](C4C3CCC12)CCC(=O)NC1=NC=C(C=C1)N1CCOCC1)=C/O)=O)C